CC12C(CC(CC1CCN=C=O)C2)CCCN=C=O methyl-2-(3-isocyanatopropyl)-6-(2-isocyanatoethyl)-bicyclo-[2.2.1]-heptane